COC=1C=C2C(=NC(=NC2=CC1OC)C)N[C@H](C)C=1C=C(C=CC1)C1=CC=C(C=C1)C=1OC(=NN1)C 6,7-dimethoxy-2-methyl-N-{(1R)-1-[4'-(5-methyl-1,3,4-oxadiazol-2-yl)biphenyl-3-yl]ethyl}quinazolin-4-amine